benzyl N-(tert-butoxycarbonyl)-O-(methyl-d3)-D-serinate C(C)(C)(C)OC(=O)N[C@H](COC([2H])([2H])[2H])C(=O)OCC1=CC=CC=C1